ethyl {6-chloro-4-[(3R)-3-methylmorpholin-4-yl]-1H-imidazo[4,5-c]pyridin-2-yl}acetate ClC1=CC2=C(C(=N1)N1[C@@H](COCC1)C)N=C(N2)CC(=O)OCC